FC1=C(C=C(C=N1)NC(=O)C1=C(N(C(=C1C)C(C(=O)NC1CCC(CC1)O)=O)C)C)C N-(6-fluoro-5-methylpyridin-3-yl)-5-(2-(((1s,4s)-4-hydroxycyclohexyl)amino)-2-oxoacetyl)-1,2,4-trimethyl-1H-pyrrole-3-carboxamide